C1=CC=CC=2C3=CC=CC=C3C(C12)COC(N[C@H](C(NCCCC[C@H](NC(N[C@@H](CCC(=O)OC(C)(C)C)C(=O)OC(C)(C)C)=O)C(=O)OC(C)(C)C)=O)CC1=CC(=CC=C1)S(F)(F)(F)(F)F)=O tri-tert-butyl (5S,12S,16S)-1-(9H-fluoren-9-yl)-3,6,14-trioxo-5-{[3-(pentafluoro-lambda6-sulfanyl)phenyl]methyl}-2-oxa-4,7,13,15-tetraazaoctadecane-12,16,18-tricarboxylate